C1OCC2C1CN(C2)CCS(=O)(=O)NC=2C=NC=CC2 2-(1,3,3a,4,6,6a-hexahydrofuro[3,4-c]pyrrol-5-yl)-N-(3-pyridinyl)ethanesulfonamide